CC=1N=C(SC1C(=O)OC1CCCC1)NC(CCNC(C1=CC(=CC=C1)C1=NOC(=N1)C)=O)=O cyclopentyl 4-methyl-2-(3-(3-(5-methyl-1,2,4-oxadiazol-3-yl)benzamido)propanamido)thiazole-5-carboxylate